7-(2-methoxy-4,6-dimethyl-phenyl)-4-(methoxymethyl)-2-(1-methyl-3-piperidyl)-1,8-naphthyridine COC1=C(C(=CC(=C1)C)C)C1=CC=C2C(=CC(=NC2=N1)C1CN(CCC1)C)COC